((4-cyclopropyl-2-fluorophenyl)amino)-2-(2-hydroxyethoxy)-7-methyl-3,4-dihydro-2,7-naphthyridine-1,6(2H,7H)-dione C1(CC1)C1=CC(=C(C=C1)NC1N(C(C2=CN(C(C=C2C1)=O)C)=O)OCCO)F